COC1=CC=C(C(=N1)C)S(=O)(=O)N1CCC2(CC(C2)N2CC3(COC3)C2)CC1 6-(7-((6-methoxy-2-methylpyridin-3-yl)sulfonyl)-7-azaspiro[3.5]non-2-yl)-2-oxa-6-azaspiro[3.3]heptane